C(C#CC)(=O)N1[C@@H](CC(CC1)N1C=NC=2C(=NC=3C(=C(C(=CC3C21)C)C2=CC=CC1=CC=CC(=C21)Cl)F)N2CC(C2)N(C)CC)CC#N 2-((2S)-1-(but-2-ynoyl)-4-(7-(8-chloronaphthalen-1-yl)-4-(3-(ethyl(methyl)amino)-azetidin-1-yl)-6-fluoro-8-methyl-1H-imidazo[4,5-c]quinolin-1-yl)piperidin-2-yl)acetonitrile